(2R,3R,4S,5R,6R)-4-(4-(4-chloro-2,3-difluorophenyl)-1H-1,2,3-triazol-1-yl)-6-((4-(1-hydroxycyclobutyl)-1H-1,2,3-triazol-1-yl)methyl)-2-(hydroxymethyl)-5-methoxytetrahydro-2H-pyran-3-ol ClC1=C(C(=C(C=C1)C=1N=NN(C1)[C@H]1[C@H]([C@H](O[C@@H]([C@@H]1OC)CN1N=NC(=C1)C1(CCC1)O)CO)O)F)F